C(CC1=CC=CC=C1)C1=NC(=CC2=C1NC1=CC=CC=C21)C(=O)N 1-phenethyl-9H-pyrido[3,4-b]indol-3-amide